C(C)(C)OC(=O)OCO ((isopropoxycarbonyl)oxy)methanol